S1C(=CC2=C1C1=C(C=C2)C=CC=C1)C1=C(SC2=C1C=CC=C2)C=2SC1=C(C2)C=CC2=C1C=CC=C2 benzobisbenzothienyl-benzothiophene